ClC1=CC=C(C=N1)C1(CC1)O 1-(6-chloropyridin-3-yl)cyclopropan-1-ol